N-(ethyl-hydroxyethyl)-p-phenylenediamine C(C)C(CNC1=CC=C(C=C1)N)O